C1=CC=CC=2CCC(=CC12)C(=O)[O-] naphthalen-7(5H)-carboxylate